hydroxypropyl-sulfonate lithium [Li+].OCCCS(=O)(=O)[O-]